C(C)(C)[Si](OCC1=NC2=C(N1)C=CC=C2)(C(C)C)C(C)C 2-((triisopropylsilyloxy)methyl)-1H-benzimidazole